OC=1C=CC(=C(C1)C1=CC=C2C=C(N=CC2=C1)NC(=O)C1CC1)C N-[7-(5-hydroxy-2-methylphenyl)isoquinolin-3-yl]cyclopropanecarboxamide